pyrido[3,4-e]pyrazine N1=CC=NC2=C1C=CN=C2